C(C)C1=NC2=CC=C(C=C2NC1=O)CN1CCN(CC1)C=1C=CC(=NC1)C(=O)NC 5-[4-[(2-ethyl-3-oxo-4H-quinoxalin-6-yl)methyl]piperazin-1-yl]-N-methyl-pyridine-2-carboxamide